C1(CC1)OC=1C(=NC=C(C1)C=O)C(=O)NC 3-CYCLOPROPOXY-5-FORMYL-N-METHYLPICOLINAMIDE